C(#N)C1=CC=C(C=C1)C(C)S(=O)(=O)CC(CC)NC(OC1=CC=C(C=C1)F)=O 4-fluorophenyl N-(1-(1-(4-cyanophenyl)ethanesulfonyl)but-2-yl)carbamate